(4-Carboxybutyl)triphenylphosphine bromide [Br-].C(=O)(O)CCCCC1=C(C=CC=C1)P(C1=CC=CC=C1)C1=CC=CC=C1